N1,N1-bis((4-methoxyphenyl)methyl)benzene-1,4-diamine COC1=CC=C(C=C1)CN(C1=CC=C(C=C1)N)CC1=CC=C(C=C1)OC